(R)-N-(6-((4-(4-(3-aminopyrrolidin-1-yl)-6-methylpyrimidin-2-yl)piperazin-1-yl)sulfonyl)pyridazin-3-yl)-2-(N-methylmethylsulfonamido)benzamide N[C@H]1CN(CC1)C1=NC(=NC(=C1)C)N1CCN(CC1)S(=O)(=O)C1=CC=C(N=N1)NC(C1=C(C=CC=C1)N(S(=O)(=O)C)C)=O